C(C)(C)(C)OC(=O)N1[C@@H](C[C@H](C1)OCCOS(=O)(=O)C1=CC=C(C)C=C1)COC(C1=CC=CC=C1)=O.ClC=1C=C(C=CC1C(C1=CC=CC=C1)=O)SC1=CC=C(C=C1)[S+](C1=C(C=CC=C1)F)C1=C(C=CC=C1)F 4-(3-chloro-4-benzoyl-phenylthio)phenyldi(fluorophenyl)sulfonium tert-butyl-(2S,4R)-2-((benzoyloxy)methyl)-4-(2-(tosyloxy)ethoxy)pyrrolidine-1-carboxylate